C(C)(C)(C)OC(=O)N(C(OC(C)(C)C)=O)C1=NC(=C(C(=N1)Cl)OC)Cl tert-Butyl N-tert-butoxycarbonyl-N-(4,6-dichloro-5-methoxy-pyrimidin-2-yl)carbamate